CC=1N=C2SC=CN2C1C(=O)OCC([C@H](C[C@H]1C(NCCC1)=O)NC([C@@H](NC(=O)C=1NC2=CC=CC(=C2C1)OC)CC(C)C)=O)=O (3S)-3-{[N-(4-methoxy-1H-indole-2-carbonyl)-L-leucyl]amino}-2-oxo-4-[(3S)-2-oxopiperidin-3-yl]butyl 6-methylimidazo[2,1-b][1,3]thiazole-5-carboxylate